ClC1=CC(=C(C=C1)C1(OC2=C(O1)C=CC=C2C2=CC=C(CC1=NC3=C(N1CC1=NN=CN1CCC)C=C(C=C3)C(=O)O)C=C2)C)F 2-(4-(2-(4-chloro-2-fluorophenyl)-2-methylbenzo[d][1,3]dioxol-4-yl)benzyl)-1-((4-propyl-4H-1,2,4-triazol-3-yl)methyl)-1H-benzo[d]imidazole-6-carboxylic acid